N-([1,1'-Biphenyl]-4-ylmethyl)-4-chloro-2-methoxybenzamide C1(=CC=C(C=C1)CNC(C1=C(C=C(C=C1)Cl)OC)=O)C1=CC=CC=C1